6,7-dimethoxy-2-methyl-N-[(1R)-1-(quinolin-8-yl)ethyl]quinazolin-4-amine COC=1C=C2C(=NC(=NC2=CC1OC)C)N[C@H](C)C=1C=CC=C2C=CC=NC12